ClC=1C(=NC=C(C1)F)C1=C(C=C2C(=CN(C2=C1)CC(C)(C)C)[C@@H](C(F)F)NS(=O)(=O)C1CC1)F (S)-N-(1-(6-(3-chloro-5-fluoropyridin-2-yl)-5-fluoro-1-neopentyl-1H-indol-3-yl)-2,2-difluoroethyl)cyclopropanesulfonamide